FC1=C(C=CC(=C1C=1C=C2C(=CN1)NN=C2C=2C=NN(C2)C)F)N(C)C (2,4-difluoro-3-(3-(1-methyl-1H-pyrazol-4-yl)-1H-pyrazolo[3,4-c]pyridin-5-yl)phenyl)-N-methylmethylamine